3-(tert-butoxycarbonylamino)-2-methyl-propionic acid C(C)(C)(C)OC(=O)NCC(C(=O)O)C